5-(5-(Naphthalen-2-yl)-2-oxaspiro[3.3]hept-6-yl)benzofuran C1=C(C=CC2=CC=CC=C12)C1C2(COC2)CC1C=1C=CC2=C(C=CO2)C1